C(C)C1C(C2=NC(=CC=C2C(O1)=O)OC)C 7-Ethyl-2-methoxy-8-methyl-7,8-dihydro-5H-pyrano[4,3-b]pyridin-5-one